Ethyl 2-[(6-{[(1S,2S)-2-[(benzyloxy) methyl]cyclopropyl] methoxy}-5-(3-methoxyazetidin-1-yl)pyridin-2-yl)formamido]-2-ethylbutanoate C(C1=CC=CC=C1)OC[C@@H]1[C@H](C1)COC1=C(C=CC(=N1)C(=O)NC(C(=O)OCC)(CC)CC)N1CC(C1)OC